(3S,4S)-4-{[5-(2,4-difluoro-phenyl)-isoxazole-3-carbonyl]-amino}-1-((1R,2R)-2-hydroxy-cyclohexyl)-piperidine-3-carboxylic acid (1-pyrimidin-2-yl-cyclopropyl)-amide N1=C(N=CC=C1)C1(CC1)NC(=O)[C@H]1CN(CC[C@@H]1NC(=O)C1=NOC(=C1)C1=C(C=C(C=C1)F)F)[C@H]1[C@@H](CCCC1)O